1-tert-butyl 2-methyl 4-(4,5-dichloro-2-methoxyphenyl)piperidine-1,2-dicarboxylate ClC1=CC(=C(C=C1Cl)C1CC(N(CC1)C(=O)OC(C)(C)C)C(=O)OC)OC